ClC1=NC=C(C=N1)S(=O)C 2-chloro-5-(methylsulfinyl)pyrimidine